CN1CC(C(=O)N)=CC=C1 1-METHYLNICOTINAMIDE